NC(CO)(CO)CO.O=[Cr](=O)(=O)(O)O ketochromate-trometamol